(2,2,3,3,8,8,9,9-octamethyl-4,7-dioxa-3,8-disiladecan-5-yl)thiazole CC(C)([Si](OC(CO[Si](C(C)(C)C)(C)C)C=1SC=CN1)(C)C)C